The molecule is a monounsaturated fatty acid aldehyde that is undec-10-enal substituted at position 2 by a methyl group. It is a 2-methyl-branched fatty aldehyde and a monounsaturated fatty aldehyde. CC(CCCCCCCC=C)C=O